ClC1=CC=C(C=C1)C=1NC2=C(C=C(C=C2C1)NC(C=C)=O)C=1N=CN(C1)C(F)F N-(2-(4-chlorophenyl)-7-(1-(difluoromethyl)-1H-imidazol-4-yl)-1H-indol-5-yl)acrylamide